(S)-2-Methyl-N-[(1S)-1-(2-methyl-2H-indazol-4-yl)ethyl]propane-2-sulfinamide CC(C)(C)[S@](=O)N[C@@H](C)C=1C2=CN(N=C2C=CC1)C